O[C@H]1[C@H](O[C@@]2([C@@H](CCO2)NC(=O)C2=CC=C(C3=CC=CC=C23)F)[C@@H]([C@H]1N1N=NC(=C1)C1=CC(=C(C(=C1)F)F)F)O)CO N-((4r,5s,7r,8r,9s,10r)-8,10-dihydroxy-7-(hydroxymethyl)-9-(4-(3,4,5-trifluorophenyl)-1H-1,2,3-triazol-1-yl)-1,6-dioxaspiro[4.5]dec-4-yl)-4-fluoro-1-naphthamide